C(C1=CC=CC=C1)OCC(CCOCC1CC1)O 1-benzyloxy-4-(cyclopropylmethoxy)butan-2-ol